C[Si](O[Si](C)(C)C)(O[Si](C)(C)C)C1=C(C(=C(C(=C(C(=O)O)OC)OC)C=C1)OC)CCC(C)C methyl-bis(trimethylsiloxy)silyl-isopentyltrimethoxycinnamic acid